CC1=CC=C(C=C1)S(=O)(=O)O.CC(C[C@H](N)C(=O)OCC1=CC=CC=C1)(C)C benzyl 4-methyl-L-leucinate, p-toluenesulfonic acid salt